[Si](C)(C)(C)C1=NC=CN=C1 TMS-pyrazine